(-)-(2-(2-(Benzyloxy)naphthalen-1-yl)phenyl)di-p-tolylphosphane C(C1=CC=CC=C1)OC1=C(C2=CC=CC=C2C=C1)C1=C(C=CC=C1)P(C1=CC=C(C=C1)C)C1=CC=C(C=C1)C